4-bromo-1-cyclopropyl-6-fluoro-1H-indole BrC1=C2C=CN(C2=CC(=C1)F)C1CC1